2-(benzyloxymethyl)morpholine C(C1=CC=CC=C1)OCC1CNCCO1